C(C)N1C=C(C(C2=CC(=C(C=C12)N1CCN(CC1)CC1=CC=C(C=C1)C1=NOC(=N1)C)F)=O)C(=O)O 1-ethyl-6-fluoro-7-(4-(4-(5-methyl-1,2,4-oxadiazol-3-yl)-benzyl)piperazin-1-yl)-4-oxo-1,4-dihydroquinoline-3-carboxylic acid